[C@@H]12COC[C@H]2C1C1N(S(OC1)(=O)=O)C(=O)OC(C)(C)C tert-butyl 4-((1R,5S,6s)-3-oxabicyclo[3.1.0]hexan-6-yl)-1,2,3-oxathiazolidine-3-carboxylate 2,2-dioxide